β-mercaptoethylmethyldimethoxysilane SCC[Si](OC)(OC)C